Sulfobutyl-sodium S(=O)(=O)(O)CCCC[Na]